C1(=CC=CC=C1)COC(=O)N1CCC(CC1)OC1=C(C(=CC=C1)[N+](=O)[O-])F 4-(2-fluoro-3-nitrophenoxy)piperidine-1-carboxylic acid phenylmethyl ester